BrC=1C(=CC=C2C(=CN(C12)COCC[Si](C)(C)C)C1=NC(=NC=C1C(F)(F)F)N[C@@H]1CN(CCC1)C(=O)OC(C)(C)C)C#N tert-butyl (3S)-3-[[4-[7-bromo-6-cyano-1-(2-trimethylsilylethoxymethyl) indol-3-yl]-5-(trifluoromethyl)pyrimidin-2-yl]amino]piperidine-1-carboxylate